CC(=O)OC1CCSC1 4-methylcarbonyloxytetrahydrothiophene